sodium (E)-4-(4-(2-(7-(dimethylamino)-4-methyl-coumarin-3-yl)vinyl)benzoyl)-2,3,5,6-tetrafluoro-benzenesulfonate CN(C1=CC=C2C(=C(C(OC2=C1)=O)/C=C/C1=CC=C(C(=O)C2=C(C(=C(C(=C2F)F)S(=O)(=O)[O-])F)F)C=C1)C)C.[Na+]